4-{2-[(4-bromopyridin-2-yl)carbamoyl]ethyl}-1-methylpiperazine-2-carboxylic acid methyl ester COC(=O)C1N(CCN(C1)CCC(NC1=NC=CC(=C1)Br)=O)C